4-(2-((3,3-difluorocyclohexyl)(phenyl)amino)-2-oxoethyl)-1-(3,3-dimethylindoline-1-carbonyl)piperidine-4-carboxylic acid FC1(CC(CCC1)N(C(CC1(CCN(CC1)C(=O)N1CC(C2=CC=CC=C12)(C)C)C(=O)O)=O)C1=CC=CC=C1)F